(R)-4-(2-oxopyrrolidin-1-yl)-3-(4-fluorophenyl)-N-((R)-1-(5-methylpyrazin-2-yl)ethyl)-4,5-dihydro-1H-pyrazole-1-carboxamide O=C1N(CCC1)[C@H]1C(=NN(C1)C(=O)N[C@H](C)C1=NC=C(N=C1)C)C1=CC=C(C=C1)F